OC(CCOC(CC(C)O)=O)C 3-hydroxybutyl-β-hydroxybutyrate